OC(C(=O)O)(CC=1C=NC=CC1)P(=O)(O)O 2-hydroxy-2-phosphono-3-(pyridine-3-yl)propanoic acid